NC1=C(C=CC(=C1)OCC1=CC=C(C=C1)C(F)(F)F)NS(=O)(=O)C1CCCCC1 N-(2-Amino-4-((4-(trifluoromethyl)benzyl)oxy)phenyl)cyclohexansulfonamid